1-(1-benzofuran-5-yl)methanamine O1C=CC2=C1C=CC(=C2)CN